2-(6-(((1S,2R,3R,5R)-2-fluoro-9-methyl-9-azabicyclo[3.3.1]nonan-3-yl)oxy)pyridazin-3-yl)-5-(5-methyl-2H-tetrazol-2-yl)phenol F[C@@H]1[C@@H]2CCC[C@H](C[C@H]1OC1=CC=C(N=N1)C1=C(C=C(C=C1)N1N=C(N=N1)C)O)N2C